(1S,2S)-N-(((3aS,4R,7S,7aR)-2,2-dimethyl-7-((6-(trifluoromethyl)pyrazin-2-yl)amino)tetrahydro-4H-[1,3]dioxolo[4,5-c]pyran-4-yl)methyl)-2-fluorocyclopropane-1-carboxamide CC1(O[C@H]2[C@H]([C@H](OC[C@@H]2NC2=NC(=CN=C2)C(F)(F)F)CNC(=O)[C@H]2[C@H](C2)F)O1)C